C1(=CC=CC=C1)SCC=1N=CN(C1)C1=CC=C(C=C1)C1=NOC(=N1)C(F)(F)F (4-(4-((phenylsulfanyl)methyl)-1H-imidazol-1-yl)phenyl)-5-(trifluoromethyl)-1,2,4-oxadiazole